6-[4-[(R)-[4-(2-Fluoroethoxy)-3-methoxyphenyl]-phenylmethyl]piperidin-1-carbonyl]-4H-1,4-benzoxazin-3-on (R)-tert-butyl-2-(hydroxymethyl)morpholine-4-carboxylate C(C)(C)(C)OC(=O)N1C[C@@H](OCC1)CO.FCCOC1=C(C=C(C=C1)[C@H](C1CCN(CC1)C(=O)C=1C=CC2=C(NC(CO2)=O)C1)C1=CC=CC=C1)OC